rac-tert-butyl 2-(((4R,5R)-7-ethyl-4-(4-fluorophenyl)-6-oxo-1-phenyl-5-(3-(trifluoromethyl)benzamido)-4,5,6,7-tetrahydro-1H-pyrazolo[3,4-b]pyridin-3-yl)(hydroxy)methyl)acrylate C(C)N1C2=C([C@H]([C@H](C1=O)NC(C1=CC(=CC=C1)C(F)(F)F)=O)C1=CC=C(C=C1)F)C(=NN2C2=CC=CC=C2)[C@@H](C(C(=O)OC(C)(C)C)=C)O |&1:38|